2,4,5-trifluorobenzenebenzyl chloride FC1=C(C=C(C(=C1)F)F)C1=CC=CC=C1CCl